O=S1(CCN(CC1)CC1=CC=C(C=C1)C=1N=CNC1)=O 4-(4-((1,1-dioxidothiomorpholino)methyl)phenyl)-1H-imidazol